C1=CC=C(C=C1)/C=C/2\C=COC2=O benzylidenefuranone